C(#N)C1=CC=C(COC2=CC=CC(=N2)C2=CC(=C(CC=3N(C4=C(N3)SC(=C4)C(=O)OC)C[C@H]4OCC4)C=C2)F)C=C1 methyl (S)-2-(4-(6-((4-cyanobenzyl)oxy)pyridin-2-yl)-2-fluorobenzyl)-1-(oxetan-2-ylmethyl)-1H-thieno[2,3-d]imidazole-5-carboxylate